C(C)OC(=O)C1=C(C=C(C(N1C1=CC=C(C=C1)F)=O)C(=O)O)C(C)C 6-(ethoxycarbonyl)-1-(4-fluorophenyl)-5-isopropyl-2-oxo-1,2-dihydropyridine-3-carboxylic acid